4-(4-(tert-butyl)phenyl)-2-(1,3-dithian-2-yl)-3-phenyl-6-(3,4,5-trimethoxyphenyl)-4H-pyran C(C)(C)(C)C1=CC=C(C=C1)C1C(=C(OC(=C1)C1=CC(=C(C(=C1)OC)OC)OC)C1SCCCS1)C1=CC=CC=C1